NCC(O)(C1=CC=C(C=C1)Cl)C=1C=NC(=CC1)Br 2-amino-1-(6-bromopyridin-3-yl)-1-(4-chlorophenyl)ethan-1-ol